2-((R)-2-(4-fluoro-2-methoxybenzyl)azepan-1-yl)-6-((R)-2-methylmorpholino)pyrimidin-4(3H)-one FC1=CC(=C(C[C@@H]2N(CCCCC2)C2=NC(=CC(N2)=O)N2C[C@H](OCC2)C)C=C1)OC